CC1(COC2=C1C(=CC=C2)OC2=CC=C(C=N2)N2C(NC1(CC1)C2=O)=O)C 6-{6-[(3,3-dimethyl-2,3-dihydro-1-benzofuran-4-yl)oxy]-3-pyridinyl}-4,6-diazaspiro[2.4]heptane-5,7-dione